5-(2-ethoxy-5-((3-(2-hydroxyethyl)-[1,3'-biazetidin]-1'-yl)sulfonyl)phenyl)-1-methyl-3-propyl-1,6-dihydro-7H-pyrazolo[4,3-d]pyrimidin-7-one C(C)OC1=C(C=C(C=C1)S(=O)(=O)N1CC(C1)N1CC(C1)CCO)C=1NC(C2=C(N1)C(=NN2C)CCC)=O